CC1=NOC(=N1)C=1C=C(C=O)C=CC1 3-(3-methyl-1,2,4-oxadiazol-5-yl)benzaldehyde